FC1(CCC(N(C1)N=O)C(=O)O)F 5,5-difluoro-1-nitrosopiperidine-2-carboxylic acid